1-[(3,3-difluoro-1-methylcyclobutyl)methyl]-3-(1-methoxycyclopropyl)-N-[2-(methylsulfanyl)pyridin-4-yl]-4-(trifluoromethyl)-1H-pyrazole-5-carboxamide FC1(CC(C1)(C)CN1N=C(C(=C1C(=O)NC1=CC(=NC=C1)SC)C(F)(F)F)C1(CC1)OC)F